ClC1=C(C=O)C=CC(=C1F)Cl 2,4-dichloro-3-fluorobenzaldehyde